(2R,3S,5R)-N-(3-Carbamoyl-4-fluoro-phenyl)-3-(3,4-Difluoro-2-methoxy-phenyl)-5-methyl-5-(trifluoromethyl)tetrahydrofuran-2-carboxamid C(N)(=O)C=1C=C(C=CC1F)NC(=O)[C@@H]1O[C@](C[C@H]1C1=C(C(=C(C=C1)F)F)OC)(C(F)(F)F)C